N-(3-((5-cyclopropyl-2-((2-isopropyl-4-(4-methylpiperazin-1-yl)phenyl)amino)pyrimidin-4-yl)amino)propyl)cyclobutanecarboxamide C1(CC1)C=1C(=NC(=NC1)NC1=C(C=C(C=C1)N1CCN(CC1)C)C(C)C)NCCCNC(=O)C1CCC1